COC=1C2=C(N=CN1)N(C=C2)C2=CC=CC=C2 4-methoxy-7-phenyl-pyrrolo[2,3-d]pyrimidine